(3Z)-5-amino-3-[[4-[4-[(2,4-diamino-5-methylphenyl)diazenyl]phenyl]phenyl]hydrazinylidene]-6-[(2,5-dichlorophenyl)diazenyl]-4-oxonaphthalene-2,7-disulfonic acid NC1=C2C(/C(/C(=CC2=CC(=C1N=NC1=C(C=CC(=C1)Cl)Cl)S(=O)(=O)O)S(=O)(=O)O)=N/NC1=CC=C(C=C1)C1=CC=C(C=C1)N=NC1=C(C=C(C(=C1)C)N)N)=O